glycerol monostearate diacetyl-tartrate C(C)(=O)C(C(C(=O)O)(O)C(C)=O)(O)C(=O)O.C(CCCCCCCCCCCCCCCCC)(=O)O.OCC(O)CO